C(C1=CC=CC=C1)N1N=C(C(=C1)F)C(=O)O 1-benzyl-4-fluoro-1H-pyrazole-3-carboxylic acid